CC1CCC(C(C1)OC(=O)C)C(C)C (+/-)-menthyl acetate